[N-](S(=O)(=O)C(F)(F)F)S(=O)(=O)C(F)(F)F.C(CCCCC)[N+]1=CC=CC=C1 N-hexylpyridinium bis(trifluoromethylsulfonyl)imide salt